C(C)(C)(C)OC(N(C1=C(C=2C(=NC(=C(C2)C)C)N1C1=C(C(=CC=C1C)OC)C)C(NCCSC)=O)C(=O)OC(C)(C)C)=O (Tert-Butoxycarbonyl)(1-(3-methoxy-2,6-dimethylphenyl)-5,6-dimethyl-3-((2-(methylthio)ethyl)carbamoyl)-1H-pyrrolo[2,3-b]pyridin-2-yl)carbamic acid tert-butyl ester